2-(4-((R)-3-((cyclobutylmethyl)amino)piperidin-1-yl)-2-oxopyridin-1(2H)-yl)-N-(5-(pyrrolidin-1-yl)pyridin-3-yl)propanamide C1(CCC1)CN[C@H]1CN(CCC1)C1=CC(N(C=C1)C(C(=O)NC=1C=NC=C(C1)N1CCCC1)C)=O